C(CCCCCCCCCCC)(=O)NNC(=S)N lauroyl-thiosemicarbazide